1-Methyl-2-(6-trifluoromethoxy-benzothiazol-2-ylamino)-1H-benzoimidazole-5-carboxylic acid (trans-4-hydroxy-cyclohexyl)-amide O[C@@H]1CC[C@H](CC1)NC(=O)C1=CC2=C(N(C(=N2)NC=2SC3=C(N2)C=CC(=C3)OC(F)(F)F)C)C=C1